iso-propyl stearate C(CCCCCCCCCCCCCCCCC)(=O)OC(C)C